ClC1=C(C=CC=C1F)C1(CC1)/C(/N)=N/OC(=O)C1=NN(C(=C1)C(F)F)CCS(=O)(=O)C (Z)-1-(2-chloro-3-fluorophenyl)-N'-((5-(difluoromethyl)-1-(2-(methylsulfonyl)ethyl)-1H-pyrazole-3-carbonyl)oxy)cyclopropane-1-carboximidamide